ClC=1C=CC(=C(C1)S(=O)(=O)NC=1C=NC=2CCN(CC2C1)C(=O)NCCCCC)OC 3-((5-chloro-2-methoxyphenyl)sulfonamido)-N-pentyl-7,8-dihydro-1,6-naphthyridine-6(5H)-carboxamide